S(OC(CC)C1=CC=CC=C1)(O)(=O)=O 1-phenylpropyl bisulphate